COC1(COC1)COC=1C=C(C(=O)N[C@H](C)C=2C=NC(=NC2)C(F)(F)F)C=C(C1)C=1SC(=CN1)C 3-[(3-Methyloxyoxetan-3-yl)methoxy]-5-(5-methyl-1,3-thiazol-2-yl)-N-{(1R)-1-[2-(trifluoromethyl)pyrimidin-5-yl]ethyl}benzamide